C(C)OC(CCCCCCC=CC=CCC)OCC 13,13-diethoxy-3,5-tridecadiene